(R)-5-(5-Ethyl-1,2,4-oxadiazol-3-yl)-N-phenyl-2,3-dihydro-1H-inden-1-carboxamid C(C)C1=NC(=NO1)C=1C=C2CC[C@H](C2=CC1)C(=O)NC1=CC=CC=C1